C(C1=CC=CC=C1)(C1=CC=CC=C1)C(C1=CC=CC=C1)OC1=CCC(C=C1)(N(C)C)N(C)C 4,4-bis-dimethylaminophenyl benzhydryl-benzyl ether